2-{4-[(1-methylazepan-3-yl)amino]phthalazin-1-yl}-5-(trifluoromethyl)phenol CN1CC(CCCC1)NC1=NN=C(C2=CC=CC=C12)C1=C(C=C(C=C1)C(F)(F)F)O